2,4,4-tetramethyl-azetidine CC1(CC(N1)(C)C)C